4-methyl-2,6-dichloroaniline CC1=CC(=C(N)C(=C1)Cl)Cl